(4,6-dichloro-5-(2-(trifluoromethoxy)phenyl)-1H-benzo[d]imidazol-2-yl)(4-(ethylsulfonyl)-2-fluorophenyl)methanol ClC1=C(C(=CC=2NC(=NC21)C(O)C2=C(C=C(C=C2)S(=O)(=O)CC)F)Cl)C2=C(C=CC=C2)OC(F)(F)F